1-(2-chloro-6-methoxybenzo[d]thiazol-4-yl)-2,2-dimethylpropan-1-one ClC=1SC2=C(N1)C(=CC(=C2)OC)C(C(C)(C)C)=O